5-(3-Cyanophenyl)-N-(3-(2-morpholinopropyl)-1,2,4-thiadiazol-5-yl)-2-(trifluoromethyl)furan-3-carboxamide C(#N)C=1C=C(C=CC1)C1=CC(=C(O1)C(F)(F)F)C(=O)NC1=NC(=NS1)CC(C)N1CCOCC1